C1(=CC=C(C=C1)C[C@@H](C(=O)O)NC(=O)OCC1C2=CC=CC=C2C=2C=CC=CC12)C1=CC=CC=C1 (2S)-3-([1,1'-biphenyl]-4-yl)-2-({[(9H-fluoren-9-yl)methoxy]carbonyl}amino)propanoic acid